FC(C1=CC=C(CCN[C@H]2CCCC=3C4=CC=CC=C4NC23)C=C1)(F)F (S)-N-(4-(trifluoromethyl)phenethyl)-2,3,4,9-tetrahydro-1H-carbazol-1-amine